2-(3-chlorophenoxy)-N-(6-chloropyrimidin-4-yl)propionamide ClC=1C=C(OC(C(=O)NC2=NC=NC(=C2)Cl)C)C=CC1